N=1NN=NC1C1=CC=C(C=C1)[C@H]1[C@@H](CN(C1)C)CC1=C2C=CNC2=C(C=C1C)C |r| racemic-4-(((3S,4R)-4-(4-(2H-tetrazol-5-yl)phenyl)-1-methylpyrrolidin-3-yl)methyl)-5,7-dimethyl-1H-indole